(R)-4-(3-((4-bromo-2-(morpholine-4-carbonyl)-6-nitrophenyl)amino)piperidine-1-carbonyl)-6-methylpyridin-2(1H)-one BrC1=CC(=C(C(=C1)[N+](=O)[O-])N[C@H]1CN(CCC1)C(=O)C1=CC(NC(=C1)C)=O)C(=O)N1CCOCC1